tert-butyl 2-(piperidin-4-yl)-2,7-diazaspiro[3.5]nonane-7-carboxylate N1CCC(CC1)N1CC2(C1)CCN(CC2)C(=O)OC(C)(C)C